(4aR,8aS)-6-[3-[4-[3-(2,2-Dimethylpropyl)triazol-4-yl]phenyl]azetidine-1-carbonyl]-4,4a,5,7,8,8a-hexahydropyrido[4,3-b][1,4]oxazin-3-one CC(CN1N=NC=C1C1=CC=C(C=C1)C1CN(C1)C(=O)N1C[C@@H]2[C@@H](OCC(N2)=O)CC1)(C)C